tert-butyl ((3S,4S)-1-(5-(3-cyano-6-ethoxypyrazolo[1,5-a]pyridin-4-yl)pyridin-2-yl)-4-methylpiperidin-3-yl)(methyl)carbamate C(#N)C=1C=NN2C1C(=CC(=C2)OCC)C=2C=CC(=NC2)N2C[C@H]([C@H](CC2)C)N(C(OC(C)(C)C)=O)C